4-(4-(2,3-dihydro-1,4-benzodioxin-6-yl)-1H-pyrazol-3-yl)benzen-1,3-diol O1CCOC2=C1C=CC(=C2)C=2C(=NNC2)C2=C(C=C(C=C2)O)O